C(CCC)C=1C(=NC=CC1NC(CC1=C(C=C2C=NNC2=C1)Cl)=O)C(=O)N Butyl-4-[[2-(5-chloro-1H-indazol-6-yl)acetyl]amino]pyridine-2-carboxamide